[Si](C)(C)(C(C)(C)C)OCCCC1=C(N=C(S1)N1CCCC2=C1N(NC(=C2)Cl)C)C(=O)OC methyl 5-[3-[tert-butyl(dimethyl)silyl]oxypropyl]-2-(3-chloro-1-methyl-6,7-dihydro-5H-pyrido[2,3-c]pyridazin-8-yl)thiazole-4-carboxylate